bis(dichlorosilylidene)methane Cl[Si](Cl)=C=[Si](Cl)Cl